1-Bromo-3-(chloromethoxy)propane BrCCCOCCl